tert-butyl (5-bromothiazolo[4,5-e][1,2,4]triazolo[1,5-a]pyridin-2-yl)(tert-butoxycarbonyl)carbamate BrC=1C=2N(C3=C(C1)N=C(S3)N(C(OC(C)(C)C)=O)C(=O)OC(C)(C)C)N=CN2